C(C1=CC(=C(N)C(=C1)C)CC)C1=CC(=C(N)C(=C1)C)CC 4,4'-methylene-bis(2-ethyl-6-methylaniline)